N-{3-[(2-methoxyphenyl)ethynyl]pyridin-4-yl}acetamide COC1=C(C=CC=C1)C#CC=1C=NC=CC1NC(C)=O